2-chloro-6-(2-methyl-2H-1,2,3-triazol-4-yl)-4-(1-(2,2,2-trifluoroethyl)azetidin-3-yl)pyridine ClC1=NC(=CC(=C1)C1CN(C1)CC(F)(F)F)C1=NN(N=C1)C